C(C)OC(=O)OC1=CC(N(C12CCN(CC2)OC)C)=O 4-[(ethoxycarbonyl)oxy]-8-methoxy-1-methyl-1,8-diazaspiro[4.5]dec-3-en-2-one